5-(((4-(3-chloro-4-(3-((3-fluoro-4-(((2-hydroxypropyl)amino)methyl)pyridin-2-yl)amino)-2-methylphenyl)pyridin-2-yl)-2-fluoro-6-methoxybenzyl)amino)methyl)pyrrolidin-2-one ClC=1C(=NC=CC1C1=C(C(=CC=C1)NC1=NC=CC(=C1F)CNCC(C)O)C)C1=CC(=C(CNCC2CCC(N2)=O)C(=C1)OC)F